C(C)(C)(C)NC(C1=CN=CC(=C1)N1C=CC=2C1=NC=C(C2)C(=O)N2CCC(CC2)(F)F)=O N-(tert-butyl)-5-(5-(4,4-difluoropiperidine-1-carbonyl)-1H-pyrrolo[2,3-b]pyridin-1-yl)nicotinamide